CC1=C(C=C(C=C1)C)NN 2,5-dimethylphenylhydrazine